CS(=O)(=O)C1=CC=C(CC=2N=CC3=C(N2)NC(C=C3)=O)C=C1 (4-(methylsulfonyl)benzyl)pyrido[2,3-d]pyrimidin-7(8H)-one